ClC=1C(=C(C(=CC1)C(F)F)C1=CN=CC(=N1)C(=O)NC=1C=NN(C1)CC=1C=NC(=NC1)SC)F 6-(3-chloro-6-(difluoromethyl)-2-fluorophenyl)-N-(1-((2-(methylthio)pyrimidin-5-yl)methyl)-1H-pyrazol-4-yl)pyrazine-2-carboxamide